acetylacetone sodium salt [Na].C(C)(=O)CC(C)=O